(R)-(5-((2-amino-2-(fluoromethyl)-4-methylpentyl)oxy)-6-(difluoromethyl)-[2,4'-bipyridyl]-2'-yl)carbamic acid methyl ester COC(NC1=NC=CC(=C1)C1=NC(=C(C=C1)OC[C@](CC(C)C)(CF)N)C(F)F)=O